BrC(C1=CC=2C(=NOC2C(=O)NC=2SC(=NN2)SC)C=C1)Br 5-(dibromomethyl)-N-(5-(methylsulfanyl)-1,3,4-thiadiazol-2-yl)benzo[c]isoxazole-3-carboxamide